tert-butyl 4-(4-((3-nitro-6-phenylpyridin-2-yl)amino)phenyl)piperidine-1-carboxylate [N+](=O)([O-])C=1C(=NC(=CC1)C1=CC=CC=C1)NC1=CC=C(C=C1)C1CCN(CC1)C(=O)OC(C)(C)C